3-((2-(1H-indol-1-yl)-6-methoxy-7-(3-(pyrrolidin-1-yl)propoxy)quinazolin-4-yl)amino)tetrahydro-2H-thiopyran 1,1-dioxide N1(C=CC2=CC=CC=C12)C1=NC2=CC(=C(C=C2C(=N1)NC1CS(CCC1)(=O)=O)OC)OCCCN1CCCC1